N-[(1H-benzimidazol-2-yl)methyl]-8-bromo-2-(morpholin-4-yl)pyrazolo[1,5-a][1,3,5]triazin-4-amine N1C(=NC2=C1C=CC=C2)CNC2=NC(=NC=1N2N=CC1Br)N1CCOCC1